NC1=C(C(=CC(=C1)C1=CC=CC=C1)N)O 2,6-diamino-4-phenylphenol